1-[[3-[6-(2-hydroxy-4,6-dimethyl-phenyl)pyrido[2,3-b]pyrazin-3-yl]-1-piperidyl]methyl]cyclohexanecarboxylic acid OC1=C(C(=CC(=C1)C)C)C=1C=CC=2C(=NC(=CN2)C2CN(CCC2)CC2(CCCCC2)C(=O)O)N1